OCC1=C(C(=C(OCCCC(=O)O)C=C1)OC)[N+](=O)[O-] 4-(4-hydroxymethyl-3-nitro-2-methoxyphenoxy)butanoic acid